FC1=C(C(=C(C=C1N1N=CC=2C1=CN=C(C2)N2CCN(CC2)S(=O)(=O)C)C(F)(F)F)F)O 2,6-Difluoro-3-(5-(4-(methylsulfonyl)piperazin-1-yl)-1H-pyrazolo[3,4-c]pyridine-1-yl)-5-(trifluoromethyl)phenol